OC=1C=C2CC[C@@H]([C@H](C2=CC1)C1=C(C=CC=C1)C1(CCNCC1)C=O)C1=CC=CC=C1 4-(((R,2S)-6-hydroxy-2-phenyl-1,2,3,4-tetrahydronaphthalen-1-yl)phenyl)piperidine-4-carbaldehyde